C(CCCCC\C=C/CC\C=C/C=C/CC)=O (7Z,11Z,13E)-7,11,13-Hexadecatrienal